NC1=CC=C(OC2=CC(=C(C=C2)N)OCCC)C=C1 4-(4-aminophenoxy)-2-propoxybenzenamine